Cl.BrC1=CC=C(O1)C1=C(N=C2N1CCNC2)C#C 3-(5-bromofuran-2-yl)-2-ethynyl-5,6,7,8-tetrahydroimidazo[1,2-a]pyrazine hydrochloride